BrC=1C(=NC(=C(C1)C(F)(F)F)OC)C(=O)O 3-bromo-6-methoxy-5-(trifluoromethyl)picolinic acid